O=C1N(C=2C(=NC=C(C2)C2=CC(=CC=C2)C(F)(F)F)N1)CC(=O)O 2-[2-oxo-6-[3-(trifluoromethyl)phenyl]-3H-imidazo[4,5-b]pyridin-1-yl]acetic acid